N1-(2-fluorophenyl)-N2-((S)-4-methyl-1-oxo-1-(((S)-3-oxo-1-((S)-2-oxopiperidin-3-yl)-4-(2,3,5,6-tetrafluorophenoxy)butan-2-yl)amino)pentan-2-yl)oxalamide FC1=C(C=CC=C1)NC(C(=O)N[C@H](C(N[C@@H](C[C@H]1C(NCCC1)=O)C(COC1=C(C(=CC(=C1F)F)F)F)=O)=O)CC(C)C)=O